5-bromo-pyrrole BrC1=CC=CN1